N-methylbutyl-pyrrolidine CN1C(CCC1)CCCC